2,2-dimethyl-4-phenylbutyric acid CC(C(=O)O)(CCC1=CC=CC=C1)C